N-(2-cyclopropoxy-1-(5-(2-methoxy-1-(2-oxo-4-(trifluoromethyl)imidazolidin-1-yl)ethyl)benzo[d]oxazol-2-yl)propyl)-3-ethylisoxazole-4-carboxamide C1(CC1)OC(C(C=1OC2=C(N1)C=C(C=C2)C(COC)N2C(NC(C2)C(F)(F)F)=O)NC(=O)C=2C(=NOC2)CC)C